3,4-dihydrobenzo[e][1,2,3]oxathiazine O1SNCC2=C1C=CC=C2